6-Iodo-2-pyrrolo[1,2-c]pyrimidin-3-yl-quinazolin-4-ol IC=1C=C2C(=NC(=NC2=CC1)C1=CC=2N(C=N1)C=CC2)O